2-(((2S,4s,6S)-6-((4-(4-cyanophenyl)pyrimidin-2-yl)amino)spiro[3.3]heptan-2-yl)oxy)nicotinamide C(#N)C1=CC=C(C=C1)C1=NC(=NC=C1)NC1CC2(CC(C2)OC2=C(C(=O)N)C=CC=N2)C1